(S)-3-acetamido-4-(((S)-1-((2-methyl-5-(piperidin-4-yloxy)benzyl)amino)-1-oxo-4-phenylbutan-2-yl)amino)-4-oxobutanoic acid C(C)(=O)N[C@@H](CC(=O)O)C(=O)N[C@H](C(=O)NCC1=C(C=CC(=C1)OC1CCNCC1)C)CCC1=CC=CC=C1